NC1=NNC=2C1=NC(=CC2)C2=C(C=C(C=C2)S(=O)(=O)NC2(CCCC2)CO)Cl 4-(3-amino-1H-pyrazolo[4,3-b]pyridin-5-yl)-3-chloro-N-(1-(hydroxymethyl)cyclopentyl)benzenesulfonamide